4-((1R,5S)-3,8-diazabicyclo[3.2.1]octan-3-yl)-7-(8-chloronaphthalen-1-yl)-8-fluoro-2-(2-(6-methoxypyridin-3-yl)ethoxy)pyrido[4,3-d]pyrimidine [C@H]12CN(C[C@H](CC1)N2)C=2C1=C(N=C(N2)OCCC=2C=NC(=CC2)OC)C(=C(N=C1)C1=CC=CC2=CC=CC(=C12)Cl)F